(1R,2S,5S)-N-((S)-1-cyano-2-((S)-2-oxopyrrolidin-3-yl)ethyl)-3-((2S)-3,3-dimethyl-2-(tetrahydrofuran-3-carboxamido)butanoyl)-6,6-dimethyl-3-azabicyclo[3.1.0]hexane-2-carboxamide C(#N)[C@H](C[C@H]1C(NCC1)=O)NC(=O)[C@@H]1[C@H]2C([C@H]2CN1C([C@H](C(C)(C)C)NC(=O)C1COCC1)=O)(C)C